OC1=C(C=C(C=C1)OC(C=C)=O)N1N=C2C(=N1)C=CC=C2 2-(2'-hydroxy-5'-acryloyloxyphenyl)-2H-benzotriazole